7-chloro-3-(5-(difluoromethyl)-1,3,4-thiadiazol-2-yl)-1-methyl-2-oxo-2,3-dihydro-1H-benzo[d]imidazole-5-sulfinic acid ClC1=CC(=CC2=C1N(C(N2C=2SC(=NN2)C(F)F)=O)C)S(=O)O